4-(2-(3-(1-methyl-1H-pyrazol-5-yl)phenoxy)ethoxy)benzonitrile CN1N=CC=C1C=1C=C(OCCOC2=CC=C(C#N)C=C2)C=CC1